(R)-2-amino-3-(4-bromophenyl)propionic acid hydrochloride Cl.N[C@@H](C(=O)O)CC1=CC=C(C=C1)Br